N,N-bis(2-phthalimidoethyl)-propylamine C1(C=2C(C(N1CCN(CCN1C(C=3C(C1=O)=CC=CC3)=O)CCC)=O)=CC=CC2)=O